FC=1C(=C(C=CC1F)[C@@H]1[C@@H](O[C@]([C@@H]1C)(C(F)(F)F)C)C(=O)NC1=CC(=NC=C1F)C(=O)N)OC 4-[[(2R,3R,4R,5R)-3-(3,4-Difluoro-2-methoxy-phenyl)-4,5-dimethyl-5-(trifluoromethyl)tetrahydrofuran-2-carbonyl]amino]-5-fluoro-pyridin-2-carboxamid